C(C)(=O)OCCCCCCCCSCC1=CC(=C(C(=C1)C(C)(C)C)O)C(C)(C)C 3,5-di-t-butyl-4-hydroxybenzylmercaptooctyl acetate